N=1C=NN2C1C=C(C=C2)OC2=C(C=C(C=C2)NC=2C1=C(N=CN2)C=CC(=N1)C1[C@@H]2CN(C[C@H]1CC2)C(C=C)=O)C 1-((1R,5S,8r)-8-(4-((4-([1,2,4]triazolo[1,5-a]pyridin-7-yloxy)-3-methylphenyl)amino)pyrido[3,2-d]pyrimidin-6-yl)-3-azabicyclo[3.2.1]octan-3-yl)prop-2-en-1-one